FC1=C(C(=C(C(=C1F)F)F)F)OB(O)O (perfluorophenyl)boric acid